C(#N)C(C(=O)[O-])=C alpha-cyanoacrylate